CC1(C(N[C@@H](CSS1)C(=O)O)=O)C (R)-7,7-dimethyl-6-oxo-1,2,5-dithiazepane-4-carboxylic acid